OC(CC(=O)C1=CC=C(C=C1)C)C 3-hydroxy-1-(p-tolyl)butan-1-one